1-(4-Chlorophenyl)-2-((5-chloropyridin-2-yl)methyl)-7-fluoro-1-((1-hydroxycyclopropyl)methoxy)-3-oxoisoindoline-5-carboxylic acid ClC1=CC=C(C=C1)C1(N(C(C2=CC(=CC(=C12)F)C(=O)O)=O)CC1=NC=C(C=C1)Cl)OCC1(CC1)O